BrC1=CC(=C(C=C1C)NC(=O)C1=C(C=NN1C)OCCO)F N-(4-bromo-2-fluoro-5-methylphenyl)-4-(2-hydroxyethoxy)-1-methyl-1H-pyrazole-5-carboxamide